3-(4-(tert-butyl)phenyl)-1-isopropyl-5-(pyrrolidin-1-ylmethyl)-1H-1,2,4-triazole C(C)(C)(C)C1=CC=C(C=C1)C1=NN(C(=N1)CN1CCCC1)C(C)C